3-(5-thiophen-2-ylfuran-2-yl)prop-2-enoic acid S1C(=CC=C1)C1=CC=C(O1)C=CC(=O)O